(R)-2-chloro-N-(1-(naphthalen-1-yl)ethyl)-5-(pyrrolidine-1-sulfonamido)benzamide ClC1=C(C(=O)N[C@H](C)C2=CC=CC3=CC=CC=C23)C=C(C=C1)NS(=O)(=O)N1CCCC1